C([O-])(O)=O.C(C1=CC=CC=C1)N1C=[N+](C=C1)CC1=CC=CC=C1 1,3-dibenzylimidazolium bicarbonate